((trimethylsilyl)ethynyl)cyclohexan-1-one C[Si](C)(C)C#CC1C(CCCC1)=O